3-(8-(6-methyl-3-(trifluoromethyl)pyridin-2-yl)imidazo[1,2-a]pyridin-5-yl)propionic acid CC1=CC=C(C(=N1)C=1C=2N(C(=CC1)CCC(=O)O)C=CN2)C(F)(F)F